ClC=1C=C(NC2(CCC3(C(CC4=CC=CC=C34)CC(COC3=CC=NC=4CCC[C@H](C34)C)F)CC2)C(=O)O)C=CC1 (1R,4R)-4-(3-Chloroanilino)-2'-(2-fluoro-3-{[(5R)-5-methyl-5,6,7,8-tetrahydroquinolin-4-yl]oxy}propyl)-2',3'-dihydrospiro[cyclohexane-1,1'-indene]-4-carboxylic acid